N-(1-cyano-2-ethylperoxyethyl)-2,6-difluorobenzamide C(#N)C(COOCC)NC(C1=C(C=CC=C1F)F)=O